C1=CC=CC=2C3=CC=CC=C3C(C12)COC(=O)N[C@H](C(=O)OC)CI methyl (R)-2-((((9H-fluoren-9-yl)methoxy)carbonyl)amino)-3-iodopropanoate